OCCC(CN)S(=O)(=O)O hydroxyethyl-2-aminoethanesulfonic acid